[N-]=[N+]=[N-].N(=NC(C(O)=O)CCC[C@@H]1SC[C@@H]2NC(=O)N[C@H]12)C(C(O)=O)CCC[C@@H]1SC[C@@H]2NC(=O)N[C@H]12 Azo-Biotin Azide